C(C)OC(CN1C(C2=C(C=CC=C2C1)NC1=CC=C2C(=NNC2=C1)C)=O)=O 2-[7-[(3-methyl-1H-indazol-6-yl)amino]-1-oxo-isoindolin-2-yl]acetic acid ethyl ester